F[C@H]1CN(CC[C@H]1OC)C1=NC=CC(=N1)NC=1N=CC2=C(C=C(C(=C2C1)C(C)C)[C@H]1CN(CC1)C(C#CC)=O)N1CC(C1)CS(=O)(=O)C 1-((S)-3-(3-((2-((3S,4R)-3-fluoro-4-methoxypiperidin-1-yl)pyrimidin-4-yl)amino)-5-isopropyl-8-(3-((methylsulfonyl)methyl)azetidin-1-yl)isoquinolin-6-yl)pyrrolidin-1-yl)but-2-yn-1-one